(S)-5-((4-((2-hydroxy-1-phenylethyl)amino)-5-(5-(pyridin-2-yl)-1,3,4-oxadiazol-2-yl)pyrimidin-2-yl)amino)-3,3-dimethyl-2-propylisoindolin-1-one OC[C@H](C1=CC=CC=C1)NC1=NC(=NC=C1C=1OC(=NN1)C1=NC=CC=C1)NC=1C=C2C(N(C(C2=CC1)=O)CCC)(C)C